(2R,4S)-2-(5-((+)-3-cyclopropyl-1-((S)-1,1-dimethylethylsulfinamido)-1-(pyridin-2-yl)propyl)-2-fluorophenylcarbamoyl)-4-methoxy-4-phenylpyrrolidine-1-carboxylic acid tert-butyl ester C(C)(C)(C)OC(=O)N1[C@H](C[C@@](C1)(C1=CC=CC=C1)OC)C(NC1=C(C=CC(=C1)C(CCC1CC1)(C1=NC=CC=C1)N[S@@](=O)C(C)(C)C)F)=O